C(O[C@@H](COCC1=CC=CC=C1)C)([2H])([2H])[2H] (R)-((2-(methoxy-d3)propoxy)methyl)benzene